Benzyl 4-(4-iodophenyl)sulfinylpiperidine-1-carboxylate IC1=CC=C(C=C1)S(=O)C1CCN(CC1)C(=O)OCC1=CC=CC=C1